FCCC1C(CC(N(C1)C(=O)OC(C)(C)C)=O)=O tert-butyl 5-(2-fluoroethyl)-2,4-dioxopiperidine-1-carboxylate